C1(=CC=CC=C1)OC(NC1=CC=C(C=C1)N1C=NC2=C1C=CC=C2)=O (4-benzoimidazol-1-yl-phenyl)-carbamic acid phenyl ester